2-(4-((1,2-dimethyl-6-(((S)-1-(4-(trifluoromethyl)phenyl)ethyl)carbamoyl)-1H-indol-3-yl)methyl)phenoxy)propanoic acid CN1C(=C(C2=CC=C(C=C12)C(N[C@@H](C)C1=CC=C(C=C1)C(F)(F)F)=O)CC1=CC=C(OC(C(=O)O)C)C=C1)C